Trans-3-(1-acryloyl-2-methylazetidin-3-yl)-1-(cyclopropylmethyl)-N-(1-methylcyclopropyl)-2,4-dioxo-1,2,3,4-tetrahydroquinazoline-6-sulfonamide C(C=C)(=O)N1[C@H]([C@@H](C1)N1C(N(C2=CC=C(C=C2C1=O)S(=O)(=O)NC1(CC1)C)CC1CC1)=O)C